N1CCC(CC1)N1N=CC(=C1)NC(=O)C=1SC(=NN1)C1=NC=CN=C1 N-(1-(piperidin-4-yl)-1H-pyrazol-4-yl)-5-(pyrazin-2-yl)-1,3,4-thiadiazole-2-carboxamide